3-(pyrazin-2-yl)aniline N1=C(C=NC=C1)C=1C=C(N)C=CC1